N1=CNC2=NC=CC(=C21)C=2C=NN(C2)C2=CC=C(C=N2)CC(=O)NCC(F)(F)F (6-(4-(3H-imidazo[4,5-b]pyridin-7-yl)-1H-pyrazol-1-yl)pyridin-3-yl)-N-(2,2,2-trifluoroethyl)acetamide